NC1=C(CN(C(=O)C2=CC(=NN2)C(F)(F)F)CCC2CCS(CC2)(=O)=O)C=CC=C1 N-(2-aminobenzyl)-N-(2-(1,1-dioxidotetrahydro-2H-thiopyran-4-yl)ethyl)-3-(trifluoromethyl)-1H-pyrazole-5-carboxamide